CC1=NOC=C1C(=O)NC(C(NC1=CC=C2C(=C1)NC(C21CCOCC1)=O)=O)=C1CC(CC1)C 3-Methyl-N-{1-(3-methylcyclopentylidene)-2-oxo-2-[(2-oxospiro[1H-indole-3,4'-oxane]-6-yl)amino]ethyl}isoxazole-4-carboxamide